1-[5-cyclopropyl-3-(3-{3-[(4-methyl-4H-1,2,4-triazol-3-yl)methyl]oxetan-3-yl}phenyl)-1H-pyrazolo[3,4-c]pyridin-7-yl]ethan-1-ol C1(CC1)C=1C=C2C(=C(N1)C(C)O)NN=C2C2=CC(=CC=C2)C2(COC2)CC2=NN=CN2C